[O-2].[Ga+3].[Er+3].[O-2].[O-2] Erbium-Gallium-Oxide